1-methyl-3-(2-chloro-4-pyrimidyl)5-iodoindole CN1C=C(C2=CC(=CC=C12)I)C1=NC(=NC=C1)Cl